C(C)OC1(O[C@@H]2[C@@H]([C@@H](OC([C@H]2O)OC)C)O1)C1=CC=CC=C1 (3aR,4S,7S,7aS)-2-ethoxy-6-methoxy-4-methyl-2-phenyl-4,6,7,7a-tetrahydro-3aH-[1,3]dioxolo[4,5-c]pyran-7-ol